C=1(C(=C(C(=CC1)C(=O)O)C(=O)O)C(=O)O)C(=O)O benzenetetraformic acid